LITHIUM BIS(FLUOROSULFONYL)IMIDE [Li+].[N-](S(=O)(=O)F)S(=O)(=O)F